OCC1CCC(CC1)N1N=C2C=C(C(=CC2=C1)NC(=O)C1=NC(=CC=C1)C(F)(F)F)C(F)(F)F N-[2-[4-(hydroxymethyl)cyclohexyl]-6-(trifluoromethyl)indazol-5-yl]-6-(trifluoromethyl)pyridine-2-carboxamide